C(C)(C)(C)N(C(O)=O)[C@H](CC=1OC(=NN1)C)CC(C)C.Cl[SiH3] monochlorosilane tert-butyl-(S)-(4-methyl-1-(5-methyl-1,3,4-oxadiazol-2-yl)pentan-2-yl)carbamate